N-(8-(ethylamino)-2,7-naphthyridin-3-yl)cyclopropanecarboxamide C(C)NC=1N=CC=C2C=C(N=CC12)NC(=O)C1CC1